ClC=1C(=NC=CC1)C(=O)NC1(CCN(CC1)C1=NC=C(C=C1)C=1C=2N(C=C(N1)C=1C=NN(C1)C1CCC(CC1)=O)N=CC2C#N)CC 3-chloro-N-[1-[5-[3-cyano-6-[1-(4-oxocyclohexyl)pyrazol-4-yl]pyrazolo[1,5-a]pyrazin-4-yl]-2-pyridyl]-4-ethyl-4-piperidyl]pyridine-2-carboxamide